FC(OC[C@H]1N(C[C@H](C1)OC1=CC=C(C=C1)C(F)(F)F)C1=CC=C(C(=O)N[C@@H](CCCC(=O)OC)C2=CC=C(C=C2)S(=O)(=O)CC)C=C1)F methyl (S)-5-(4-((2S,4S)-2-((difluoromethoxy)methyl)-4-(4-(trifluoromethyl)phenoxy)pyrrolidin-1-yl)benzoylamino)-5-(4-(ethylsulfonyl)phenyl)valerate